3-(3-(5-amino-6-((1-(1-methylpiperidin-4-yl)-1H-pyrazol-4-yl)oxy)pyrazin-2-yl)-5-morpholinophenyl)oxetan-3-ol NC=1N=CC(=NC1OC=1C=NN(C1)C1CCN(CC1)C)C=1C=C(C=C(C1)N1CCOCC1)C1(COC1)O